C(#N)C1=C(N=C2N(C1=O)C=C(C=C2[C@@H](C)NC2=C(C(=O)O)C=CC=C2)C)N2[C@H](CC(C2)(F)F)C 2-(((R)-1-(3-cyano-2-((S)-4,4-difluoro-2-methylpyrrolidin-1-yl)-7-methyl-4-oxo-4H-pyrido[1,2-a]pyrimidin-9-yl)ethyl)amino)benzoic acid